1-(2-hydroxy-5-methylphenyl)propan-1-one (1R,3S)-3-(3-((1,1-dioxido-3,4-dihydro-2H-benzo[b][1,4,5]oxathiazepin-7-yl)amino)-1H-pyrazol-5-yl)cyclopentyl-isopropylcarbamate O=S1(C2=C(OCCN1)C=C(C=C2)NC2=NNC(=C2)[C@@H]2C[C@@H](CC2)N(C(O)=O)C(C)C)=O.OC2=C(C=C(C=C2)C)C(CC)=O